ClC(C(=O)OCC(C(C(F)(F)F)F)(F)F)=C 2,2,3,4,4,4-hexafluorobutyl α-chloroacrylate